tributyl hemimellitate C(C1=C(C(=O)OCCCC)C(C(=O)OCCCC)=CC=C1)(=O)OCCCC